tert-butyl 2-((2-(2,6-dioxopiperidin-3-yl)-6-(methylamino)-1-oxoisoindolin-4-yl)oxy)acetate O=C1NC(CCC1N1C(C2=CC(=CC(=C2C1)OCC(=O)OC(C)(C)C)NC)=O)=O